[SiH3]CCCCCC[Si](C1=CC=CC=C1)(N(C)C)N(C)C silyl-6-bis(dimethylamino)phenylsilylhexane